ClC1=C(C=C(C=C1)F)[C@H]1NC(C2=C3C(=CC(=C12)NC(C1=CC(=CC(=C1)C(F)(F)F)F)=O)OC(C(N3)=O)(F)F)=O (S)-N-(7-(2-chloro-5-fluorophenyl)-3,3-difluoro-2,9-dioxo-1,2,3,7,8,9-hexahydro-[1,4]oxazino[3,2-e]isoindol-6-yl)-3-fluoro-5-(trifluoromethyl)benzamide